N1C(NC(NC1=S)=S)=S 1,3,5-Triazin-2,4,6(1H,3H,5H)-trithion